FC1=C(C(=CC=C1)OC)N1N=C2C(=CC1=O)NN=C2C2=CC=C(C=C2)N2CCN(CC2)CC(C)(C)O 5-(2-fluoro-6-methoxyphenyl)-3-(4-(4-(2-hydroxyl-2-methylpropyl)piperazin-1-yl)phenyl)-1H-pyrazolo[4,3-c]pyridazin-6(5H)-one